Di-t-butyl-4-hydroxybenzylphosphonate C(C)(C)(C)C(C1=CC=C(C=C1)O)(P([O-])([O-])=O)C(C)(C)C